ClC=1C=C(C=C(C1)Cl)C1=CC(=CC(=N1)OC=1C=NC(=NC1)N1CCN(CC1)C(=O)OC(C)(C)C)CN1CCC(CC1)(CNC(=O)OC)F tert-Butyl 4-(5-((6-(3,5-dichlorophenyl)-4-((4-fluoro-4-(((methoxycarbonyl)amino)methyl)piperidin-1-yl)methyl)pyridin-2-yl)oxy)pyrimidin-2-yl)piperazine-1-carboxylate